C1(CC1)NC(=O)C=1C=C(C2=C([C@H](CO2)C2=CC(=CC=C2)F)C1)C(=O)NC |r| (+/-)-N5-cyclopropyl-3-(3-fluorophenyl)-N7-methyl-2,3-dihydrobenzofuran-5,7-dicarboxamide